COC(C1=C(C(=CC=C1)Cl)C(C(=O)OC)C1=C(C=C(C=C1)C(F)(F)F)[N+](=O)[O-])=O chloro-2-[2-methoxy-1-[2-nitro-4-(trifluoromethyl)phenyl]-2-oxo-ethyl]benzoic acid methyl ester